1-[(3R,5S)-1-benzyl-5-fluoropiperidin-3-yl]pyrrolidin-2-one C(C1=CC=CC=C1)N1C[C@@H](C[C@@H](C1)F)N1C(CCC1)=O